N-((1S,2R)-2-(2,3-dimethylphenyl)-1-(5-oxo-4,5-dihydro-1,3,4-oxadiazol-2-yl)propyl)-4-methylbenzenesulfonamide CC1=C(C=CC=C1C)[C@H]([C@@H](C=1OC(NN1)=O)NS(=O)(=O)C1=CC=C(C=C1)C)C